ClCC(=O)NC1=C(C=CC(=C1)OC)COCC(F)(F)F 2-chloro-N-(5-methoxy-2-((2,2,2-trifluoroethoxy)methyl)phenyl)acetamide